1-(4-{[(1S)-5-{5-cyclopropyl-2-phenylimidazo[4,5-b]pyridin-3-yl}-2,3-dihydro-1H-inden-1-yl]amino}piperidin-1-yl)prop-2-en-1-one C1(CC1)C1=CC=C2C(=N1)N(C(=N2)C2=CC=CC=C2)C=2C=C1CC[C@@H](C1=CC2)NC2CCN(CC2)C(C=C)=O